N,N-dimethylaminothiocarboxylic acid O-[[6-(2-fluorophenyl)-2-nitro-3-pyridyl]] ester FC1=C(C=CC=C1)C1=CC=C(C(=N1)[N+](=O)[O-])OC(=S)N(C)C